tert-butyl ((R)-(((R)-1-(4-amino-2-(ethoxymethyl)-1H-imidazo[4,5-c]quinolin-1-yl) propan-2-yl) oxy) (4-chlorophenoxy) phosphoryl)-L-alaninate NC1=NC=2C=CC=CC2C2=C1N=C(N2C[C@@H](C)O[P@@](=O)(OC2=CC=C(C=C2)Cl)N[C@@H](C)C(=O)OC(C)(C)C)COCC